ClC=1C=C2CCC[C@](C2=CC1)(C(OC)OC)COC1=C(C(=O)OC)C=C(C(=C1)F)[N+](=O)[O-] (R)-METHYL 2-((6-CHLORO-1-(DIMETHOXYMETHYL)-1,2,3,4-TETRAHYDRONAPHTHALEN-1-YL)METHOXY)-4-FLUORO-5-NITROBENZOATE